C1(=CC(=CC=C1)C=1OCCN1)C=1OCCN1 1,3-phenylene-bis(2-oxazoline)